C1(CCCC1)N1C=C2C(=NN=C(C2=CC1=O)C)N[C@H](C)C1=C(C(=CC=C1)C(F)F)F (R)-6-cyclopentyl-4-((1-(3-(difluoromethyl)-2-fluorophenyl)ethyl)amino)-1-methylpyrido[3,4-d]pyridazin-7(6H)-one